N-(1H-indol-4-yl)-4-(trifluoromethyl)benzamide N1C=CC2=C(C=CC=C12)NC(C1=CC=C(C=C1)C(F)(F)F)=O